FC(C(=O)[O-])(F)F.C[NH3+] methanaminium trifluoroacetate